4-(4-(4-methyl-1H-indazol-5-yl)phenyl)-N-(pyridin-3-yl)butanamide CC1=C2C=NNC2=CC=C1C1=CC=C(C=C1)CCCC(=O)NC=1C=NC=CC1